NCCCCCC(=O)NCCO[C@@H]1[C@@H](O)[C@@H](O[C@@H]2[C@@H](O)[C@@H](O)[C@H](O)[C@H](O2)CO)[C@H](O)[C@H](O1)CO[C@@H]1[C@@H](O)[C@@H](O)[C@H](O)[C@H](O1)CO 6-amino-N-[2-({α-D-mannopyranosyl-(1→3)-[α-D-mannopyranosyl-(1-6)]-α-D-mannopyranosyl}oxy)ethyl]hexanamide